ethyl 1-((R)-3-((S)-7-(tert-butyl)-5,6,7,8-tetrahydrothiazolo[5,4-b]quinoline-2-carboxamido)-3-(4-(5-fluoro-6-hydroxypyridin-3-yl)phenyl)propyl)piperidine-4-carboxylate C(C)(C)(C)[C@@H]1CC=2C=C3C(=NC2CC1)SC(=N3)C(=O)N[C@H](CCN3CCC(CC3)C(=O)OCC)C3=CC=C(C=C3)C=3C=NC(=C(C3)F)O